C(C1=CC=CC=C1)OC1=CC(=C(C(=O)[C@H]2[C@@H](CCC2)C(=O)OCC)C=C1Cl)F ethyl trans-2-(4-(benzyloxy)-5-chloro-2-fluorobenzoyl)cyclopentane-1-carboxylate